OC1=CC=C(C=C1)/C=C/C(=O)OCC ethyl (E)-3-(4-hydroxyphenyl)acrylate